CN1N=CC(=C1)NC1=NC(=C(C(=N1)NC=1C=C(C=CC1)NC(C=C)=O)C1=CC=C(C=C1)C(F)(F)F)NC N-(3-((2-((1-methyl-1H-pyrazol-4-yl)amino)-6-(methylamino)-5-(4-(trifluoromethyl)phenyl)pyrimidin-4-yl)amino)phenyl)acrylamide